(3aR,5s,6aS)-2-(2-ethoxyethyl-1,1-d2)-N-(6-(2,3,5-trifluorophenyl)pyridazin-3-yl)octahydrocyclopenta[c]pyrrol-5-amine C(C)OCC([2H])([2H])N1C[C@@H]2[C@H](C1)CC(C2)NC=2N=NC(=CC2)C2=C(C(=CC(=C2)F)F)F